1,2-dioctadecylglycero-3-phospho-glycerol C(CCCCCCCCCCCCCCCCC)OCC(OCCCCCCCCCCCCCCCCCC)COP(=O)(O)OCC(O)CO